CS(=O)(=O)C1=NC=2N3C(=CC2C=N1)C(NCC31CCCCC1)=O 4-methylsulfonylspiro[1,3,5,11-tetrazatricyclo[7.4.0.02,7]trideca-2(7),3,5,8-tetraene-13,1'-cyclohexane]-10-one